C(C1=CC=CC=C1)OC1CC(C1)OC1=CC(=NC(=C1)C1=COC=C1)Cl 4-(3-(benzyloxy)cyclobutoxy)-2-chloro-6-(furan-3-yl)pyridine